FC=1C=C(C=CC1OC1=CC=NC2=CC(=CN=C12)OC)NC(=O)C1=C(N=C(N(C1=O)C1=CC=C(C=C1)F)C)C N-[3-fluoro-4-[(7-methoxy-1,5-naphthyridin-4-yl)oxy]phenyl]-1-(4-fluorophenyl)-2,4-dimethyl-6-oxopyrimidine-5-carboxamide